N1C=C(C2=CC=C3C(=C12)CCC3)CNC3=NC1=C(N3C(C=O)CC)C=CC=C1 2-((((1,6,7,8-tetrahydrocyclopenta[g]indol-3-yl)methyl)amino)-1H-benzo[d]imidazol-1-yl)butan-1-one